ClC1=CC=C(OC2=C(C=C(C=C2)S(=O)(=O)NC)C=2N=C3N(C2)CCC3)C=C1 4-(4-chlorophenoxy)-3-(6,7-dihydro-5H-pyrrolo[1,2-a]imidazol-2-yl)-N-methylbenzene-1-sulfonamide